trans-4-(2-(2-Aminoethoxy)acetamido)-N-(3-(2-cyclopropylthiazol-5-yl)phenyl)-N-((trans-4-(4-methoxy-3-methylphenyl)cyclohexyl)methyl)cyclohexanecarboxamide NCCOCC(=O)N[C@@H]1CC[C@H](CC1)C(=O)N(C[C@@H]1CC[C@H](CC1)C1=CC(=C(C=C1)OC)C)C1=CC(=CC=C1)C1=CN=C(S1)C1CC1